FC1=C(CC2CCCN3CC=4N(N2C3)C=C(CC4)C(=O)N)C(=CC(=C1)F)F (2,4,6-trifluorobenzyl)-2,3,4,5,7,9-hexahydro-1,6-methanopyrido[1,2-b][1,2,5]triazonine-10-carboxamide